O1C(=NC2=C1C=CC=C2)C=2N=C(N(C(C2OC)=O)C)N2[C@H](C1=CC=C(C=C1CC2)C(=O)OC)C2=CC=CC=C2 methyl (1S)-2-[4-(1,3-benzoxazol-2-yl)-5-methoxy-1-methyl-6-oxopyrimidin-2-yl]-1-phenyl-3,4-dihydro-1H-isoquinoline-6-carboxylate